COC1=CC=C(C=N1)[C@@H](CC(=O)O)N1N=C(C=C1)CCCCC1=NC=2NCCCC2C=C1 |r| (±)-3-(6-Methoxypyridin-3-yl)-3-(3-(4-(5,6,7,8-tetrahydro-1,8-naphthyridin-2-yl)butyl)-1H-pyrazol-1-yl)propanoic acid